ClC=1C=CC2=C([C@@H](C[C@@H](O2)C(=O)NC23CC(C2)(C3)N3C=NC(=C3)C(=O)N3C[C@H](CC3)OC(F)(F)F)O)C1 (2R,4R)-6-chloro-4-hydroxy-N-(3-{4-[(3S)-3-(trifluoromethoxy)pyrrolidine-1-carbonyl]-1H-imidazol-1-yl}bicyclo[1.1.1]pentan-1-yl)-3,4-dihydro-2H-1-benzopyran-2-carboxamide